OC1=CC=C(C(=O)NC2=CC=C(C=C2)N2CCN(CC2)C=2C=NC=CC2)C=C1 4-Hydroxy-N-[4-(4-pyridin-3-ylpiperazin-1-yl)phenyl]benzamid